Tert-butylacrylamide CC(C)(C)NC(=O)C=C